(R)-1-ethyl-4-((1-methyl-1H-pyrazol-4-yl)methyl)-N-(1-methylcyclopropyl)-5-oxo-1,2,4,5-tetrahydroimidazo[1,2-a]quinazoline-7-sulfonamide C(C)[C@@H]1CN=C2N1C1=CC=C(C=C1C(N2CC=2C=NN(C2)C)=O)S(=O)(=O)NC2(CC2)C